1-undecyl-2-propylpiperidinium fluoride salt [F-].C(CCCCCCCCCC)[NH+]1C(CCCC1)CCC